C(C1=CC=CC=C1)OC(=O)C1(CC(C1)CSC)C(=O)C=1SC=CC1 3-((Methylthio)methyl)-1-(thiophene-2-carbonyl)cyclobutane-1-carboxylic acid benzyl ester